(2,2-difluoroethoxy)pyrazolo[1,5-a]Pyridine-3-carboxylic acid FC(COC1=NN2C(C=CC=C2)=C1C(=O)O)F